C(C1=CC=CC=C1)N1CC(N2C1=C(C(=C(C2=O)Br)CC2=CC=CC1=CC=CC=C21)C2=CC(=CC=C2)C(F)(F)F)C(=O)O 1-benzyl-6-bromo-7-(naphthalen-1-ylmethyl)-5-oxo-8-(3-(trifluoromethyl)phenyl)-1,2,3,5-tetrahydroimidazo[1,2-a]pyridine-3-carboxylic acid